C(CCCCCCCCCCC)OC1=C(C(=C(C=C1)S(=O)(=O)C=1C=NC2=CC=C(C=C2C1N1CCC(CC1)N1CCC(CC1)N1CCN(CC1)CC)S(=O)C)F)F 3-((4-(dodecyloxy)-2,3-difluorophenyl)sulfonyl)-4-(4-(4-ethylpiperazin-1-yl)-[1,4'-bipiperidin]-1'-yl)-6-(methylsulfinyl)quinoline